bromo-heptaethylene glycol BrC(COCCOCCOCCOCCOCCOCCO)O